2,2'-(2,3-bis(3,6-diphenyl-9H-carbazol-9-yl)-1,4-phenylene)bis(benzo[d]oxazole) C1(=CC=CC=C1)C=1C=CC=2N(C3=CC=C(C=C3C2C1)C1=CC=CC=C1)C1=C(C=CC(=C1N1C2=CC=C(C=C2C=2C=C(C=CC12)C1=CC=CC=C1)C1=CC=CC=C1)C=1OC2=C(N1)C=CC=C2)C=2OC1=C(N2)C=CC=C1